BrC=1C=C2C(=NC=NN2C1)N1CC2CCC(C1)N2C(=O)OC(C)(C)C tert-butyl 3-(6-bromopyrrolo[2,1-f][1,2,4]triazin-4-yl)-3,8-diazabicyclo[3.2.1]octane-8-carboxylate